4-amino-5-((4-cyanophenyl)thio)-1-methyl-6-oxo-1,6-dihydropyrimidin NC=1N=CN(C(C1SC1=CC=C(C=C1)C#N)=O)C